CC(=CCC/C(=C/CC/C(=C/CC/C(=C\\CC/C(=C\\CC/C(=C\\CC/C(=C\\CC/C(=C\\CC/C(=C\\CC/C(=C\\CC/C(=C\\COP(=O)(O)OP(=O)(O)O)/C)/C)/C)/C)/C)/C)/C)/C)/C)/C)C The molecule is an undecaprenyl diphosphate in which the eight double bonds closest to the phosphate group have Z configuration, while the next two double bonds have E configuration. It has a role as an Escherichia coli metabolite. It is a conjugate acid of a ditrans,polycis-undecaprenyl diphosphate(3-).